CC1=CC=CC(=N1)C1=NC=CC(=N1)NC1=NC(=NC=C1)NC=1SC=C(N1)CN1C[C@@H](NCC1)CO [(2R)-4-[[2-[[4-[[2-(6-methyl-2-pyridyl)pyrimidin-4-yl]amino]pyrimidin-2-yl]amino]thiazol-4-yl]methyl]piperazin-2-yl]methanol